ClC1=C(C=CC=C1)N1N=CC(=C1)C=1C(=CC(N(C1)C)=O)C1=CC(N(C=C1)C)=O 5-(1-(2-chlorophenyl)-1H-pyrazol-4-yl)-1,1'-dimethyl-[4,4'-bipyridine]-2,2'(1H,1'H)-dione